CC1=CCC(CC1)C(C)(C)O 1-α-terpineol